ClC1=NC=C(C(=N1)NC1CCC(CC1)(C)O)C(=O)O 2-chloro-4-((trans-4-hydroxy-4-methylcyclohexyl)amino)pyrimidine-5-carboxylic acid